OC[C@H](CCC1=CC=CC=C1)NC(OCC1C2=CC=CC=C2C=2C=CC=CC12)=O (9H-fluoren-9-yl)methyl (S)-(1-hydroxy-4-phenylbutan-2-yl)carbamate